5-cyclopentyl-7-(3,5-difluorophenyl)-5,6,7,8-tetrahydro-2,7-naphthyridine-3-carboxylic acid C1(CCCC1)C1C=2C=C(N=CC2CN(C1)C1=CC(=CC(=C1)F)F)C(=O)O